(R)-6-chloro-3-((1-(2-cyano-3-(3,4-dihydroquinolin-1(2H)-yl)-7-methylquinoxalin-5-yl)ethyl)amino)picolinic acid ClC1=CC=C(C(=N1)C(=O)O)N[C@H](C)C1=C2N=C(C(=NC2=CC(=C1)C)C#N)N1CCCC2=CC=CC=C12